[3-[[(2R,3S)-2-[(1R)-1-[3,5-bis(trifluoro-methyl)phenyl]ethoxy]-3-(4-fluorophenyl)morpholin-4-yl]methyl]-5-oxo-4H-1,2,4-triazol-1-yl]phosphonic acid FC(C=1C=C(C=C(C1)C(F)(F)F)[C@@H](C)O[C@@H]1[C@@H](N(CCO1)CC1=NN(C(N1)=O)P(O)(O)=O)C1=CC=C(C=C1)F)(F)F